(pyridin-4-yl)-1,3,4-thiadiazol-2-amine N1=CC=C(C=C1)C1=NN=C(S1)N